FC1=C(C=CC(=C1)F)N1C=NC2=CC=C(C=C2C1)F 3-(2,4-difluorophenyl)-6-fluoro-3,4-dihydroquinazolin